tert-butyl (2R)-5-[(3-chloro-2-ethylphenyl)carbamothioyl]-4-hydroxy-2-methyl-6-oxo-3,6-dihydropyridine-1(2H)-carboxylate ClC=1C(=C(C=CC1)NC(=S)C1=C(C[C@H](N(C1=O)C(=O)OC(C)(C)C)C)O)CC